N-(4-(1-(2-(DIMETHYLAMINO)-2-OXOACETYL)PIPERIDIN-4-YL)PHENYL)-5-FLUOROISOINDOLINE-2-CARBOXAMIDE CN(C(C(=O)N1CCC(CC1)C1=CC=C(C=C1)NC(=O)N1CC2=CC=C(C=C2C1)F)=O)C